BrC=1C=CC(=NC1)C1(CCC1)NC(=O)[C@H]1N(C[C@@H](C1)O)C([C@H](C(C)(C)C)N1N=NC(=C1)C1CC1)=O (2S,4R)-N-[1-(5-bromo-2-pyridyl)cyclobutyl]-1-[(2S)-2-(4-cyclopropyltriazol-1-yl)-3,3-dimethyl-butanoyl]-4-hydroxy-pyrrolidine-2-carboxamide